FC1=C(C(=O)NC=2C=C3C(=NNC3=CC2)C=2C=NC=CC2)C=CC=C1 2-fluoro-N-(3-(pyridin-3-yl)-1H-indazol-5-yl)benzamide